4-(tert-butyl)benzene-2,6-d2-ol-d C(C)(C)(C)C=1C=C(C(=C(C1)[2H])O[2H])[2H]